C1N[C@H](CC2=CC=CC=C12)CN1CCNCC1 4-[(3R)-1,2,3,4-tetrahydroisoquinolin-3-ylmethyl]Piperazine